CN(C1=CC=C(S1)C=C1C(=NOC1=O)CC(=O)OCCC1=CC=CC=C1)C phenethyl 2-(4-((5-(dimethylamino)thiophen-2-yl)methylene)-5-oxo-4,5-dihydroisoxazol-3-yl)acetate